CC1=C(C=C2CC[C@]3(CN(CC3)C(CC)=O)NC2=N1)C1=NC=CC=N1 1-[(2S)-7-methyl-6-(pyrimidin-2-yl)-3,4-dihydro-1H-spiro[1,8-naphthyridine-2,3'-pyrrolidin]-1'-yl]propan-1-one